FC1=C(C(=CC2=C1C[C@@H](CS2)NCCC(CO)(C)C)O)N2CC(NS2(=O)=O)=O 5-{(3S)-5-fluoro-7-hydroxy-3-[(4-hydroxy-3,3-dimethylbutyl)amino]-3,4-dihydro-2H-1-benzothiopyran-6-yl}-1λ6,2,5-thiadiazolidine-1,1,3-trione